3-(2-chlorophenyl)-2-methyl-1-(1H-1,2,4-triazol-1-ylmethyl)cyclopentanol ClC1=C(C=CC=C1)C1C(C(CC1)(O)CN1N=CN=C1)C